Cl.C(C(=C)C)(=O)OCCCN (3-aminopropyl) methacrylate hydrochloride